(R)-N-(2-hydroxypropyl)-4-(2-(8-methoxy-1,2,3,4-tetrahydroisoquinolin-6-yl)-5-toluenesulfonyl-5H-pyrrolo[2,3-b]pyrazin-7-yl)-N-methylbenzamide O[C@@H](CN(C(C1=CC=C(C=C1)C1=CN(C2=NC=C(N=C21)C=2C=C1CCNCC1=C(C2)OC)S(=O)(=O)CC2=CC=CC=C2)=O)C)C